C(C)[C@H]1CN(CCN1C)C=1C=CC2=C(C1C)OC(C=1CN(CCC12)C(=O)C1=CC(=C(C=C1)NS(=O)(=O)C)OC(F)(F)F)=O (S)-N-(4-(8-(3-ethyl-4-methylpiperazin-1-yl)-7-methyl-5-oxo-1,3,4,5-tetrahydro-2H-chromeno[3,4-c]pyridine-3-carbonyl)-2-(trifluoromethoxy)phenyl)methanesulfonamide